N4-(4-(1H-indol-1-yl)-5-methylpyrimidin-2-yl)-N1-(2-(dimethylamino)ethyl)-5-methoxy-N1-methylbenzene-1,2,4-triamine N1(C=CC2=CC=CC=C12)C1=NC(=NC=C1C)NC=1C=C(C(=CC1OC)N(C)CCN(C)C)N